ClCC=1OC(=NN1)C1=CC=C(C=C1)OCC1=CC=CC=C1 2-chloromethyl-5-(4-(benzyloxy)phenyl)-1,3,4-oxadiazole